5-(4-Amino-5-(trifluoromethyl)pyrrolo[2,1-f][1,2,4]triazin-7-yl)-2-methyl-N-(1-(2,2,2-trifluoro-1-phenylethyl)-1H-pyrazol-3-yl)benzamid NC1=NC=NN2C1=C(C=C2C=2C=CC(=C(C(=O)NC1=NN(C=C1)C(C(F)(F)F)C1=CC=CC=C1)C2)C)C(F)(F)F